4-(1-(3-(azetidin-1-ylmethyl)-2-(trifluoromethyl)phenyl)-1H-imidazol-4-yl)-N-(1-(methylsulfonyl)piperidin-4-yl)-5-(trifluoromethyl)pyrimidin-2-amine N1(CCC1)CC=1C(=C(C=CC1)N1C=NC(=C1)C1=NC(=NC=C1C(F)(F)F)NC1CCN(CC1)S(=O)(=O)C)C(F)(F)F